CN(C1(CCC1)CNC=1C2=C(N=C(N1)OC[C@]13CCCN3C[C@@H](C1)F)C(=CN=C2)F)C N-((1-(dimethylamino)cyclobutyl)methyl)-8-fluoro-2-(((2R,7aS)-2-fluorotetrahydro-1H-pyrrolizin-7a(5H)-yl)methoxy)pyrido[4,3-d]pyrimidin-4-amine